P(=O)([O-])(F)F.C(C(=O)O)(=O)O.C(C(=O)O)(=O)O.[Li+] Lithium bis(oxalate) difluorophosphate